9-fluoro-l-1,17-dihydroxy-17-(2-hydroxyacetyl)-10,13,16-trimethyl-6,7,8,9,10,11,12,13,14,15,16,17-dodecahydro-3H-cyclopenta[a]phenanthren-3-one FC12CCC3(C(C(CC3C1CCC1=CC(C=C(C21C)O)=O)C)(C(CO)=O)O)C